2-(4-Methoxyphenyl)-1,3-dioxane-5-carbaldehyde COC1=CC=C(C=C1)C1OCC(CO1)C=O